CNC(=O)C1=NC=NO1 N-methyl-1,2,4-oxadiazole-5-carboxamide